4-((5-(trifluoromethyl)pyridin-2-yl)oxy)benzonitrile FC(C=1C=CC(=NC1)OC1=CC=C(C#N)C=C1)(F)F